CC=1C=C2C(CCOC2=C(C1O[C@@H](C1=CC=C(C(=O)N)C=C1)C1=CC=C(C=C1)F)C)=O (S)-4-(((6,8-dimethyl-4-oxochroman-7-yl)oxy)(4-fluorophenyl)methyl)benzamide